isopropyl-nicotinamide C(C)(C)C1=C(C(=O)N)C=CC=N1